CC1=C(N=NC(=C1C)NC1CN(CCC1)C)C1=C(C=C(C=C1C)C(F)(F)F)O 2-(4,5-dimethyl-6-((1-methylpiperidin-3-yl)amino)pyridazin-3-yl)-3-methyl-5-(trifluoromethyl)phenol